COCC(=O)N1CCC(CC1)N1N=CC(=C1)C=1N=C(C=2N(C1)N=CC2)C=2C=NN(C2)C(CC)CC 2-methoxy-1-(4-(4-(4-(1-(pentan-3-yl)-1H-pyrazol-4-yl)pyrazolo[1,5-a]pyrazin-6-yl)-1H-pyrazol-1-yl)piperidin-1-yl)ethanone